C(C)(C)(C)OC(=O)N[C@H]1C[C@@H](CO[C@@H]1C1=C(C=CC(=C1)F)F)C=1C(=NC=2N(C1C(=O)O)N=C1C2CNCC1)C ((3R,5S,6R)-5-((tert-butoxycarbonyl)amino)-6-(2,5-difluorophenyl)tetrahydro-2H-pyran-3-yl)-2-methyl-7,8,9,10-tetrahydropyrido[4',3':3,4]pyrazolo[1,5-a]pyrimidine-4-carboxylic acid